3-Pentyloctyl 8-(5-(dimethylamino)-N-(8-oxo-8-((3-pentyloctyl)oxy)octyl)-pentanamido)-octadecenoate CN(CCCCC(=O)N(CCCCCCCC(OCCC(CCCCC)CCCCC)=O)C(CCCCC=CC(=O)OCCC(CCCCC)CCCCC)CCCCCCCCCC)C